N-[3-chloro-4-[3-[[2-(dimethylamino)acetyl]amino]azetidine-1-carbonyl]phenyl]-5-(2,3-difluoro-4-methoxy-phenyl)-1-methyl-imidazole-2-carboxamide formate C(=O)O.ClC=1C=C(C=CC1C(=O)N1CC(C1)NC(CN(C)C)=O)NC(=O)C=1N(C(=CN1)C1=C(C(=C(C=C1)OC)F)F)C